FC1(CCC(CC1)[C@@H](C=1OC=2C(=NC(=CC2)CN2C(N[C@@H](C2)C(F)(F)F)=O)N1)NC(OCC1=CC=CC=C1)=O)F Benzyl ((S)-(4,4-difluorocyclohexyl)(5-(((S)-2-oxo-4-(trifluoromethyl)imidazolidin-1-yl)methyl)oxazolo[4,5-b]pyridin-2-yl)methyl)carbamate